ClC=1C=C(C=C(C1)NS(=O)(=O)C)NC(=O)C=1SC(=C(C1)C1=NC=C(C=C1OCC1=NC(=CC=C1)C(C)(C)O)F)C N-(3-chloro-5-(methylsulfonamido)phenyl)-4-(5-fluoro-3-((6-(2-hydroxypropan-2-yl)pyridin-2-yl)methoxy)pyridin-2-yl)-5-methylthiophene-2-carboxamide